2-Amino-5-bromo-4-chloronicotinaldehyde NC1=C(C=O)C(=C(C=N1)Br)Cl